C(C)(C)(C)OOC1=CC(=C(C=C1C(C)C)C(C)C)OOC(C)(C)C m-di(t-butylperoxy)diisopropylbenzene